2-(((4aRS,7aSR)-4-(6-((4-Chloro-2-fluorobenzyl)oxy)pyridin-2-yl)hexahydrofuro[3,4-b]pyrazin-1(2H)-yl)methyl)-1-(((S)-oxetan-2-yl)methyl)-1H-benzo[d]imidazole-6-carboxylic acid ClC1=CC(=C(COC2=CC=CC(=N2)N2[C@@H]3[C@H](N(CC2)CC2=NC4=C(N2C[C@H]2OCC2)C=C(C=C4)C(=O)O)COC3)C=C1)F |&1:14,15|